C(C)N(CCCCO)CCCO 4-(ethyl-(3-hydroxypropyl)amino)butane-1-ol